The molecule is a member of the class of aflatoxins that is aflatoxin B1 in which the hydrogen at the pro-3S position is replaced by a hydroxy group. It has a role as a human xenobiotic metabolite and a carcinogenic agent. It is an aflatoxin, an aromatic ether and an aromatic ketone. It derives from an aflatoxin B1. COC1=C2C3=C(C(=O)C[C@@H]3O)C(=O)OC2=C4[C@@H]5C=CO[C@@H]5OC4=C1